FC=1C=C2C(=CC=NC2=CC1)NC=1C=C(C(=O)NC2=CC=C(C=C2)NC2=CC=NC=C2)C=CC1 3-((6-fluoroquinolin-4-yl)amino)-N-(4-(pyridin-4-ylamino)phenyl)benzamide